chloro(2,4,6-triisopropyl-2'-dicyclohexylphosphino-biphenyl) ClC=1C(=C(C(=CC1C(C)C)C(C)C)C1=C(C=CC=C1)P(C1CCCCC1)C1CCCCC1)C(C)C